di-n-pentyl 1-phthalate C(C=1C(C(=O)OCCCCC)=CC=CC1)(=O)OCCCCC